2-(2-(2-(mesitylimino)-9,10-dimethoxy-4-oxo-6,7-dihydro-2H-pyrimido[6,1-a]isoquinolin-3(4H)-yl)ethyl)isoindoline-1,3-dione C1(=C(C(=CC(=C1)C)C)N=C1N(C(N2C(C3=CC(=C(C=C3CC2)OC)OC)=C1)=O)CCN1C(C2=CC=CC=C2C1=O)=O)C